(2R)-2,3-bis(hexadecanoyloxy)propyl (2S)-3-{[(2R)-2,3-dihydroxypropyl]oxy}-2-hydroxypropyl phosphate P(=O)(OC[C@@H](COC(CCCCCCCCCCCCCCC)=O)OC(CCCCCCCCCCCCCCC)=O)(OC[C@H](COC[C@@H](CO)O)O)[O-]